N1(CCOCC1)C1=CC(=NC=C1)NCC=1C=CC=2N(C1)C=C(N2)CN2C(C1=CN=CC(=C1C=C2)C2=CC=CC=C2)=O 2-{[6-({[4-(morpholin-4-yl)pyridin-2-yl]amino}methyl)imidazo[1,2-a]pyridin-2-yl]methyl}-5-phenyl-1,2-dihydro-2,7-naphthyridin-1-one